FC=1C=CC(=NC1C=NO)/C=C/CCCC(=O)OC Methyl (E)-6-(5-fluoro-6-((hydroxyimino)methyl)pyridin-2-yl)hex-5-enoate